(S)-1-benzyl-N-(4-(5-(4-chlorophenyl)-4-methyl-1H-imidazol-2-yl)phenyl)-N-methylpyrrolidin-3-amine C(C1=CC=CC=C1)N1C[C@H](CC1)N(C)C1=CC=C(C=C1)C=1NC(=C(N1)C)C1=CC=C(C=C1)Cl